C1(=CC(=CC=C1)CN(C(=O)C1=CC=CC2=C1OCCCC1=C(C(O2)=O)C=CC(=C1)NC(=N)N)C(C(=O)O)CC(=O)O)C1=CC(=CC=C1)CN(C(=O)C1=CC=CC2=C1OCCCC1=C(C(O2)=O)C=CC(=C1)NC(=N)N)C(C(=O)O)CC(=O)O ([1,1'-biphenyl]-3,3'-diylbis(methylene))bis(((10-guanidino-13-oxo-6,7,8,13-tetrahydrodibenzo[b,f][1,4]dioxecin-4-carbonyl)azanediyl))disuccinic acid